C1(CCC1)CNCC=1C=CC=2N(C1)C=C(N2)CN2N=NC(=C2)C2=C1C=NNC1=CC(=C2)NC(C)=O N-(4-(1-((6-(((cyclobutylmethyl)amino)methyl)imidazo[1,2-a]pyridin-2-yl)methyl)-1H-1,2,3-triazol-4-yl)-1H-indazol-6-yl)acetamide